NC1=CC(=CC(=N1)C1=CC(=C(C(=O)NC=2C(=NNC2Cl)C)C=C1F)OC(C)C)OC 4-(6-amino-4-methoxypyridin-2-yl)-N-(5-chloro-3-methyl-1H-pyrazol-4-yl)-5-fluoro-2-isopropoxybenzamide